CN1N=NN=C1SC1=C(C(=O)NC=2SC3=C(N2)CCCCC3)C=C(C=C1)[N+](=O)[O-] 2-(1-methyl-1H-tetrazol-5-ylsulfanyl)-5-nitro-N-(5,6,7,8-tetrahydro-4H-cycloheptathiazol-2-yl)benzamide